C(C)OC1=CC(=C(C=C1C)C1=C(C(=C(C=C1)F)F)F)CO (4-ethoxy-2',3',4'-trifluoro-5-methyl-[1,1'-biphenyl]-2-yl)methanol